3,4-diethyl-1H-pyrrole C(C)C1=CNC=C1CC